9-(8-((4-(Difluoromethoxy)phenyl)sulfonyl)-8-azabicyclo[3.2.1]octan-3-yl)-3,3-difluoro-9-azabicyclo[3.3.1]nonane FC(OC1=CC=C(C=C1)S(=O)(=O)N1C2CC(CC1CC2)N2C1CC(CC2CCC1)(F)F)F